C1(CCC1)N1CCC(CC1)NC1=C(C=C(C=C1)S(=O)(=O)NC(C1=C(C=CC=C1)OC=1C=C2C(=NC1)NC=C2)=O)[N+](=O)[O-] N-({4-[(1-cyclobutylpiperidin-4-yl)amino]-3-nitrophenyl}sulfonyl)-2-(1H-pyrrolo[2,3-b]pyridin-5-yloxy)benzamide